C(CC(C)C)NC(=O)N1C=NC(=C1)C1=C(C=CC=C1)C1CCN(CC1)C N-iso-Pentyl-4-(2-(1-methylpiperidin-4-yl)phenyl)-1H-imidazole-1-carboxamide